FC=1C=NC2=CC=CC(=C2C1)CCN 2-(3-fluoroquinolin-5-yl)ethan-1-amine